(1H-indol-2-yl)(mesityl)iodonium N1C(=CC2=CC=CC=C12)[I+]C1=C(C=C(C=C1C)C)C